2-(4-(trifluoromethyl)phenyl)pyridin-3-amine FC(C1=CC=C(C=C1)C1=NC=CC=C1N)(F)F